O=C1NC(CCC1N1C(C2=CC=C(C=C2C1=O)N[C@@H]1CN(CCC1)CC1CCN(CC1)C1=CC=C(C=C1)C(=C(CC)C1=CC=CC=C1)C1=CC=C(C=C1)O)=O)=O 2-(2,6-dioxopiperidin-3-yl)-5-(((S)-1-((1-(4-(1-(4-hydroxyphenyl)-2-phenylbut-1-en-1-yl)phenyl)piperidin-4-yl)methyl)piperidin-3-yl)amino)isoindoline-1,3-dione